5-ethoxy-3-tri-chloromethyl-1,2,4-thiadiazol C(C)OC1=NC(=NS1)C(Cl)(Cl)Cl